NC1=C(C=2C(=NC(=C(C2)C)Br)N1C1=C(C(=C(C=C1C)F)OC)C)C#N 2-Amino-6-bromo-1-(4-fluoro-3-methoxy-2,6-dimethylphenyl)-5-methyl-1H-pyrrolo[2,3-b]pyridine-3-carbonitrile